N4,N4,N4'',N4''-tetra-p-tolyl-[1,1':2',1''-terphenyl]-4,4',4'',5'-tetramine C1(=CC=C(C=C1)N(C1=CC=C(C=C1)C=1C(=CC(=C(C1)N)N)C1=CC=C(C=C1)N(C1=CC=C(C=C1)C)C1=CC=C(C=C1)C)C1=CC=C(C=C1)C)C